6-(4-amino-2,6-dichlorophenoxy)-4-tert-butylpyridazin-3(2H)-one NC1=CC(=C(OC=2C=C(C(NN2)=O)C(C)(C)C)C(=C1)Cl)Cl